NC1=NC=2C=C(C(=CC2C2=C1COC2)C(=O)N(C)[C@@H]2COC1=C2C=CC(=C1)C#CC=1C=NN(C1)CC)Cl (S)-4-amino-7-chloro-N-(6-((1-ethyl-1H-pyrazol-4-yl)ethynyl)-2,3-dihydrobenzofuran-3-yl)-N-methyl-1,3-dihydrofuro[3,4-c]quinoline-8-carboxamide